1-(1-methyl-6-(pyridin-2-yl)-1H-pyrazolo[3,4-d]pyrimidin-4-yl)piperidin-4-amine CN1N=CC=2C1=NC(=NC2N2CCC(CC2)N)C2=NC=CC=C2